CC1(C(=[N+](C2=CC=CC=C12)CCCCCCCCCCCCCCCCCC)\C=C/CC1N(C2=CC=CC=C2C1(C)C)CCCCCCCCCCCCCCCCCC)C (2Z)-2-[(E)-3-(3,3-dimethyl-1-octadecylindol-1-ium-2-yl)prop-2-enyl]-3,3-dimethyl-1-octadecyl-indole